(D)-N-Boc-propylamine C(=O)(OC(C)(C)C)NCCC